S1C(=NC2=C1C=CC=C2)C([C@H](C[C@H]2C(NCC2)=O)NC([C@H](CCCC)NC(OC(C(F)(F)C2=CC(=CC=C2)Cl)C2=CC=CC=C2)=O)=O)=O 2-(3-chlorophenyl)-2,2-difluoro-1-phenylethyl ((S)-1-(((S)-1-(benzo[d]thiazol-2-yl)-1-oxo-3-((S)-2-oxopyrrolidin-3-yl)propan-2-yl)amino)-1-oxohexan-2-yl)carbamate